tert-Butyl (4-(3-((R)-3-(2-azaspiro[3.3]heptan-2-yl)pyrrolidin-1-yl)-5-fluoro-7,9-dihydrofuro[3,4-f]quinazolin-6-yl)-3-cyano-7-fluorothieno[3,2-c]pyridin-2-yl)carbamate C1N(CC12CCC2)[C@H]2CN(CC2)C2=NC=1C(=C(C3=C(C1C=N2)COC3)C3=NC=C(C2=C3C(=C(S2)NC(OC(C)(C)C)=O)C#N)F)F